cis-hexahydro-2H-cyclopenta[b]furan-6-yl 4-methylbenzenesulfonate CC1=CC=C(C=C1)S(=O)(=O)OC1CCC2C1OCC2